NC=1C(=C(C=CC1F)N(S(=O)(=O)CCC)COCC[Si](C)(C)C)C#N N-(3-amino-2-cyano-4-fluorophenyl)-N-((2-(trimethylsilyl)ethoxy)methyl)propane-1-sulfonamide